4-((4-methoxybenzyl)amino)-N-methyl-N-(2-(trifluoromethyl)-5,8-dihydro-6H-pyrano[3,4-b]pyridin-5-yl)imidazo[1,5-a]quinoxaline-8-carboxamide COC1=CC=C(CNC=2C=3N(C4=CC(=CC=C4N2)C(=O)N(C2COCC4=NC(=CC=C42)C(F)(F)F)C)C=NC3)C=C1